CN1CCN(CC1)C(=O)O[C@H]1/C=C/[C@@H]([C@H](OC(C[C@@H](CC[C@@H]1C)O)=O)/C(=C/C1=CC(=C2C=NN(C2=C1)CC1CC1)F)/C)C [(2S,3S,4E,6R,7S,10R)-2-[(E)-1-[1-(cyclopropylmethyl)-4-fluoroindazol-6-yl]prop-1-en-2-yl]-10-hydroxy-3,7-dimethyl-12-oxo-1-oxacyclododec-4-en-6-yl] 4-methylpiperazine-1-carboxylate